COC(C1=C(C(=C(C=C1)Cl)C=O)OCOC)=O 4-chloro-3-formyl-2-(methoxymethoxy)benzoic acid methyl ester